C(C1=CC=CC=C1)N1C=C(C=CC1=O)C(C(=O)O)(F)F 2-(1-benzyl-6-oxo-1,6-dihydropyridin-3-yl)-2,2-difluoroacetic acid